(R)-8-(8-((2-amino-3-chloropyridin-4-yl)thio)imidazo[1,2-c]pyrimidin-5-yl)-3,3-dimethyl-1-oxa-8-azaspiro[4.5]decan-4-amine NC1=NC=CC(=C1Cl)SC=1C=2N(C(=NC1)N1CCC3([C@@H](C(CO3)(C)C)N)CC1)C=CN2